(S)-8-(3,5-difluorophenoxy)-N-((1r,5S,8S)-3-(6-methylpyridazin-4-yl)-3-azabicyclo[3.2.1]oct-8-yl)-5,6,7,8-tetrahydro-[1,2,4]triazolo[1,5-a]pyridin-2-amine FC=1C=C(O[C@@H]2C=3N(CCC2)N=C(N3)NC3[C@H]2CN(C[C@@H]3CC2)C2=CN=NC(=C2)C)C=C(C1)F